N-BUTYL-2-(3-CHLORO-2-FORMYLPHENOXY)PROPANAMIDE C(CCC)NC(C(C)OC1=C(C(=CC=C1)Cl)C=O)=O